[Si](C)(C)(C(C)(C)C)OCC(CCCCC(C(=O)OCC[Si](C)(C)C)(C)C1=CC(=CC=C1)CC(=O)OCC)(C)C 2-(trimethylsilyl)ethyl 8-((tert-butyldimethylsilyl)oxy)-2-(3-(2-ethoxy-2-oxoethyl)phenyl)-2,7,7-trimethyloctanoate